N[C@@H]1C[C@@H](CC12CCN(CC2)C=2C(=NC(=C(N2)C)C2=C(C(=CC=C2)Cl)Cl)CO)OC2CC2 {3-[(1R,3R)-1-amino-3-cyclopropoxy-8-azaspiro[4.5]decan-8-yl]-6-(2,3-dichlorophenyl)-5-methylpyrazin-2-yl}methanol